4-(1-((Benzyloxy)carbonyl)-4-(cyclopropylmethoxy)piperidin-2-yl)-2-chlorobenzoic acid C(C1=CC=CC=C1)OC(=O)N1C(CC(CC1)OCC1CC1)C1=CC(=C(C(=O)O)C=C1)Cl